C(C)(C)C1=CC(=NC(=C1C#N)SCSCCOC)C=1C=NC(=CC1)S1(=NCCC1)=O 4-isopropyl-6-((((2-methoxyethyl)thio)methyl)thio)-6'-(1-oxido-4,5-dihydro-3H-1λ6-isothiazol-1-yl)-[2,3'-bipyridine]-5-carbonitrile